CC(C)(C)OC(=O)N1C[C@H]2[C@@H](C1)[C@@H](CC2)NC=2N=NC(=CC2)Cl (3aS,4R,6aR)-4-[(6-chloro-3-pyridazinyl)amino]hexahydrocyclopenta[c]pyrrole-2(1H)-carboxylic acid 2-methyl-2-propyl ester